NC1=C(C=C2C(=N1)C=C(N2)CN2C(C=1C=NC=CC1[C@@]21C(N(CC1)CC1=CC=C(C=C1)F)=O)=O)F (S)-2'-((5-Amino-6-fluoro-1H-pyrrolo[3,2-b]pyridin-2-yl)methyl)-1-(4-fluorobenzyl)spiro[pyrrolidine-3,1'-pyrrolo[3,4-c]pyridine]-2,3'(2'H)-dione